(1R,3S)-3-(3-{[(1-methyl-1H-1,2,3-triazol-5-yl)-carbonyl]amino}-1H-pyrazol-5-yl)cyclopentyl (2S)-2-methylazetidine-1-carboxylate C[C@@H]1N(CC1)C(=O)O[C@H]1C[C@H](CC1)C1=CC(=NN1)NC(=O)C1=CN=NN1C